C(C(=C)C)(=O)OCCCOC(CC(=O)C)=O Acetoacetoxypropyl methacrylate